CC1=NN2C(C=C(C(=C2)Br)C(=O)OCCC2OCCC2)=N1 tetrahydrofuran-ethanol methyl-6-bromo-[1,2,4]triazolo[1,5-a]pyridine-7-carboxylate